ClC=1C(=C(C(=CC1)F)[C@@H](NC(=O)[C@H]1C[C@@H]([C@@H](C1)OC(C)C)O)C12CCC(CC1)(C2)F)F (1S,3S,4R)-N-((S)-(3-chloro-2,6-difluorophenyl)(4-fluorobicyclo[2.2.1]heptan-1-yl)methyl)-3-hydroxy-4-isopropoxycyclopentane-1-carboxamide